2-[[2,2-difluoro-2-(4-fluorophenyl)acetyl]amino]-4-[2-methoxyethyl-[4-(5,6,7,8-tetrahydro-1,8-naphthyridin-2-yl)butyl]amino]butanoic acid FC(C(=O)NC(C(=O)O)CCN(CCCCC1=NC=2NCCCC2C=C1)CCOC)(C1=CC=C(C=C1)F)F